NC1CC2(CC(C2)NC2=CC3=CC=C(C=C3C=C2)N(C)C)C1 N2-(6-aminospiro[3.3]heptan-2-yl)-N6,N6-dimethylnaphthalene-2,6-diamine